1-[(3,4-Dihydro-6-iodo-4-oxo-3-phenyl-2-quinazolinyl)azanyl] 2-ethyl ethanedioate C(C(=O)OCC)(=O)ONC1=NC2=CC=C(C=C2C(N1C1=CC=CC=C1)=O)I